C(C=CC1=CC=CC=C1)CC(=O)[O-] CINNAMYLACETAT